1,2-dimethylcyclopentene CC1=C(CCC1)C